(S)-4-(6-Aminopyridazin-3-yl)-2-methylpiperazine-1-carboxylic acid tert-butyl ester C(C)(C)(C)OC(=O)N1[C@H](CN(CC1)C=1N=NC(=CC1)N)C